3-((3-fluoro-4-(4-(piperidin-4-yloxy)piperidin-1-yl)phenyl)amino)piperidine-2,6-dione FC=1C=C(C=CC1N1CCC(CC1)OC1CCNCC1)NC1C(NC(CC1)=O)=O